C(C)N1N=NC2=C1C=CC(=C2C)/C=C/C(=O)OCC (E)-ethyl 3-(1-ethyl-4-methyl-1H-benzo[d][1,2,3]triazol-5-yl)acrylate